C(C)(C)(C)N(C(O)=O)C1CN(CCC12CCN(CC2)C2=NC=C(N=C2)Br)C=2SC=C(N2)C.ClC2=NC=C(C(=C2)CC(C)C)[Ge](C)(C)C 2-chloro-4-isobutyl-5-(trimethylgermyl)pyridine tert-butyl-(9-(5-bromopyrazin-2-yl)-3-(4-methylthiazol-2-yl)-3,9-diazaspiro[5.5]undecane-1-yl)carbamate